FC(C(CO)(C)C(F)(F)F)(F)F 2,2-bis(trifluoromethyl)propanol